(1S,4R)-4-(benzyloxy)cyclopent-2-ene-1-carboxylic acid methyl ester COC(=O)[C@@H]1C=C[C@@H](C1)OCC1=CC=CC=C1